(3aR,4S,5aR,8aR)-4-methoxy-2,2-dimethyl-6-methylenehexahydrocyclopenta[2,3]furo[3,4-d][1,3]dioxole CO[C@H]1O[C@H]2[C@]3(OC(O[C@H]31)(C)C)CCC2=C